ClC=1C=CC2=C([C@H](CCO2)NC(CC2=NC(=NN2CC)C2=CC(=C(C=C2)Cl)OC(C)C)=O)C1 N-[(4S)-6-chloro-3,4-dihydro-2H-1-benzopyran-4-yl]-2-[3-(4-chloro-3-isopropyloxyphenyl)-1-ethyl-1H-1,2,4-triazol-5-yl]acetamide